FC1=C(C=CC=C1)N (2-fluorophenyl)Amine